N-methyl-4-nonadecyl-N-octadecylanilinium tetrakis(perfluorophenyl)borate FC1=C(C(=C(C(=C1F)F)F)F)[B-](C1=C(C(=C(C(=C1F)F)F)F)F)(C1=C(C(=C(C(=C1F)F)F)F)F)C1=C(C(=C(C(=C1F)F)F)F)F.C[NH+](C1=CC=C(C=C1)CCCCCCCCCCCCCCCCCCC)CCCCCCCCCCCCCCCCCC